N-{[2-(2,1,3-benzoxadiazol-5-yl)phenyl]methyl}-2-chloro-9-isopropylpurin-6-amine N=1ON=C2C1C=CC(=C2)C2=C(C=CC=C2)CNC2=C1N=CN(C1=NC(=N2)Cl)C(C)C